C(C)(C)OC1CN(C1)CC1=C(C=C(C=C1)C1=NC(=NC=C1)NC1=CC=C(C=C1)N1CCN(CC1)CC1CCNCC1)C 3-isopropoxy-N-(2-methyl-4-(2-((4-(4-(piperidin-4-ylmethyl)piperazin-1-yl)phenyl)amino)pyrimidin-4-yl)benzyl)azetidine